(S)-1-(4-cyanopyridin-2-yl)-N-((R)-1-(3,3-difluorocyclobutylcarbamoyl)-2,3-dihydro-1H-inden-1-yl)-N-(2,5-difluorophenyl)-5-oxopyrrolidine-2-carboxamide C(#N)C1=CC(=NC=C1)N1[C@@H](CCC1=O)C(=O)N(C1=C(C=CC(=C1)F)F)[C@@]1(CCC2=CC=CC=C12)C(NC1CC(C1)(F)F)=O